tert-butyl 4-((2-(4-(azidomethyl)phenyl)-7-phenylimidazo[1,2-a]pyridin-3-yl)amino)benzoate N(=[N+]=[N-])CC1=CC=C(C=C1)C=1N=C2N(C=CC(=C2)C2=CC=CC=C2)C1NC1=CC=C(C(=O)OC(C)(C)C)C=C1